tert-Butyl (2R,3S)-3-[tert-butyl(dimethyl)silyl]oxy-2-isobutyl-6-oxo-piperidine-1-carboxylate [Si](C)(C)(C(C)(C)C)O[C@@H]1[C@H](N(C(CC1)=O)C(=O)OC(C)(C)C)CC(C)C